5-((2-chloro-4-((cyclopropyl-3-(2,6-dichlorophenyl)isoxazol-4-yl)methoxy)phenyl)ethynyl)benzoate ClC1=C(C=CC(=C1)OCC=1C(=NOC1C1CC1)C1=C(C=CC=C1Cl)Cl)C#CC=1C=CC=C(C(=O)[O-])C1